O=C1C(=CN(C2=CC=C(C=C12)OC[2H])CC(=O)O)CC1=C(C(=CC=C1)Cl)Cl 4-oxo-6-deuteromethoxy-3-(2,3-dichlorophenyl)methyl-1(4H)quinolineacetic acid